O[C@@]1(C(N(CC1)C)=O)C1=CC(=NO1)C1=NC(=CC=C1)C1=NC(=NC=C1)N[C@@H](C)C1=CC=NC=C1 (R)-3-hydroxy-1-methyl-3-(3-(6-(2-(((S)-1-(pyridin-4-yl)ethyl)amino)pyrimidin-4-yl)pyridin-2-yl)isoxazol-5-yl)pyrrolidin-2-one